CN(CCC(=O)NCC(CCCCCCCC\C=C/C\C=C/CCCCC)CCCCCCCC\C=C/C\C=C/CCCCC)C 3-(dimethyl-amino)-N-((11Z,14Z)-2-((9Z,12Z)-octadeca-9,12-dienyl)icosa-11,14-dienyl)propanamide